tertiary butylcyclopentadiene C(C)(C)(C)C1=CC=CC1